7-((6-(1H-imidazol-5-yl)-3',6'-dihydro-[3,4'-bipyridin]-1'(2'H)-yl)methyl)-3-ethyl-1,5-naphthyridin-2(1H)-one N1C=NC=C1C1=CC=C(C=N1)C=1CCN(CC1)CC1=CN=C2C=C(C(NC2=C1)=O)CC